2-(2,4-difluorophenyl)-6-(1-(2,6-difluorophenyl)ureido)nicotinamide FC1=C(C=CC(=C1)F)C1=C(C(=O)N)C=CC(=N1)N(C(=O)N)C1=C(C=CC=C1F)F